2-{[methyl-4-(2,2,2-trifluoroethoxy)pyridin-2-yl]methylsulfinyl}-1H-1,3-benzodiazole CC=1C(=NC=CC1OCC(F)(F)F)CS(=O)C1=NC2=C(N1)C=CC=C2